ClC=1C=C2COC(C2=CC1)=O 5-chloroisobenzofuran-1(3H)-one